2-hydroxyethyl 2-(1-((4'-(1,1,1,3,3,3-hexafluoro-2-hydroxypropan-2-yl)-2-methyl-[1,1'-biphenyl]-4-yl)methyl)-4-(pyridin-4-ylmethyl)piperazin-2-yl)acetate FC(C(C(F)(F)F)(O)C1=CC=C(C=C1)C1=C(C=C(C=C1)CN1C(CN(CC1)CC1=CC=NC=C1)CC(=O)OCCO)C)(F)F